BrC1=CC=C2C(=NN(C2=C1)C)C=1C(=NC(=CC1)OCC1=CC=CC=C1)OCC1=CC=CC=C1 6-bromo-3-(2,6-dibenzyl-oxy-3-pyridinyl)-1-methylindazole